CC1NC2C(OC1)CC=1C=C(C=CC12)C(F)(F)F 3-methyl-7-(trifluoromethyl)-2,3,4,4a,9,9a-hexahydroindeno[2,1-b][1,4]oxazine